9,10-dimethoxy-2-ethylanthracene COC=1C2=CC=CC=C2C(=C2C=CC(=CC12)CC)OC